C(C)N1C2=NC(=NC(=C2N=C1C1=CC=NC=C1)N1CCCCC1)N/N=C/C1=CC(=CC=C1)C (E)-9-ethyl-2-(2-(3-methylbenzylidene)hydrazino)-6-(piperidin-1-yl)-8-(pyridin-4-yl)-9H-purine